BrC1=CC2=C(C=C1)C1=C(C(N([C@](CO1)(C(=O)O)C)CCOC)=O)O2 (R)-8-bromo-4-(2-methoxyethyl)-3-methyl-5-oxo-2,3,4,5-tetrahydrobenzofuro[2,3-f][1,4]oxazepine-3-carboxylic acid